2-(4-(perfluoroethyl)-2-(trifluoromethyl)pyrrolo[1,2-h][1,7]naphthyridin-9-yl)-1,3,4-oxadiazole FC(C(F)(F)F)(C1=CC(=NC=2C=3N(C=CC12)C=C(C3)C=3OC=NN3)C(F)(F)F)F